CN(CCCC(=O)C=1C=NC=CC1)N=O 4-(methylnitrosoamino)-1-(3-pyridyl)-1-butanone